5-((2-(2,6-Dioxopiperidin-3-Yl)-1,3-Dioxoisoindolin-5-Yl)Oxy)Pentanal O=C1NC(CCC1N1C(C2=CC=C(C=C2C1=O)OCCCCC=O)=O)=O